2-(4-(2-(3,5-dimethylphenylamino)-4-(1,2,3,4-tetrahydroisoquinolin-7-ylamino)pyrimidin-5-yl)-1H-pyrazol-1-yl)ethan-1-ol CC=1C=C(C=C(C1)C)NC1=NC=C(C(=N1)NC1=CC=C2CCNCC2=C1)C=1C=NN(C1)CCO